1,3-bis(trifluoroethoxy)-2-propanol difluorophosphite P(F)(F)OC(COCC(F)(F)F)COCC(F)(F)F